1,3,5-trimethyl-2,4,6-tris(3,5-di-t-butylhydroxybenzyl)benzene CC1=C(C(=C(C(=C1C(C1=CC(=CC(=C1)C(C)(C)C)C(C)(C)C)O)C)C(C1=CC(=CC(=C1)C(C)(C)C)C(C)(C)C)O)C)C(C1=CC(=CC(=C1)C(C)(C)C)C(C)(C)C)O